C12COCC(CCC1)N2C(=O)[O-] 3-oxa-9-azabicyclo[3.3.1]nonane-9-carboxylate